ClC=1C(=NC(=NC1)NC1CCOCC1)C1=CC=C2CN(C(C2=C1)=O)CC(=O)NC(C)(C)C1=NC=CC=C1 2-(6-{5-chloro-2-[(oxan-4-yl)amino]pyrimidin-4-yl}-1-oxo-2,3-dihydro-1H-isoindol-2-yl)-N-[2-(pyridin-2-yl)propan-2-yl]acetamide